C(C)N1CC2=CC(=C(C=C2C1)NC1=NC=C(C(=N1)C1=CC2=C(C(N(CCS2(=O)=O)C)=O)S1)C(F)(F)F)C 7-(2-((2-ethyl-6-methylisoindolin-5-yl)amino)-5-(trifluoromethyl)pyrimidin-4-yl)-4-methyl-3,4-dihydrothieno[2,3-f][1,4]thiazepin-5(2H)-one 1,1-dioxide